BrC(C)(Br)C1=CC=C(C=C1)[N+](=O)[O-] 1-(1,1-dibromoethyl)-4-nitrobenzene